2'-[methylenebis(sulfonyl)]diacetic acid C(S(=O)(=O)CC(=O)O)S(=O)(=O)CC(=O)O